C1(CCCC1)CN1C(CCC1=O)C(C(=O)O)=O 2-[1-(Cyclopentylmethyl)-5-oxopyrrolidin-2-yl]-2-oxoacetic Acid